ClCC([C@H](C[C@H]1C(NCC1)=O)NC(OC(C)(C)C)=O)=O tert-butyl ((S)-4-chloro-3-oxo-1-((S)-2-oxopyrrolidin-3-yl)butan-2-yl)carbamate